N-(tert-butyl)-3-(4''-fluoro-5''-(methylsulfonyl)dispiro[cyclopropane-1,1'-cyclohexane-4',3''-indoline]-1''-carbonyl)benzenesulfonamide C(C)(C)(C)NS(=O)(=O)C1=CC(=CC=C1)C(=O)N1CC2(C3=C(C(=CC=C13)S(=O)(=O)C)F)CCC1(CC2)CC1